C(C)(=O)N1CCC(CC1)NC1=NC=C(C(=N1)N1C[C@H](CCC1)C(=O)OC)F methyl (S)-1-(2-((1-acetylpiperidin-4-yl)amino)-5-fluoropyrimidin-4-yl)piperidine-3-carboxylate